7-(4-carboxypiperidin-1-yl)-3-(benzothiazol-2-yl)coumarin C(=O)(O)C1CCN(CC1)C1=CC=C2C=C(C(OC2=C1)=O)C=1SC2=C(N1)C=CC=C2